NC[C@H](C1=CC(=CC=C1)Cl)NC(=O)C=1N=CN(C1)C1=NC(=NC=C1C)NC1CCOC2=CC=CC=C12 N-((S)-2-amino-1-(3-chlorophenyl)ethyl)-1-(2-(chroman-4-ylamino)-5-methylpyrimidin-4-yl)-1H-imidazole-4-carboxamide